N-(benzylsulfonyl)butanamide C(C1=CC=CC=C1)S(=O)(=O)NC(CCC)=O